3-(2-chloroethyl)-3,6-diazabicyclo[3.1.1]heptane-6-carboxylic acid tert-butyl ester C(C)(C)(C)OC(=O)N1C2CN(CC1C2)CCCl